C1OCC12N(CCNC2)C2=CC(=NC=C2)OC2CC(C2)OC2CCN(CC2)C(=O)OCC2=CC=CC=C2 benzyl 4-[3-[[4-(2-oxa-5,8-diazaspiro[3.5]nonan-5-yl)-2-pyridyl]oxy] cyclobutoxy]piperidine-1-carboxylate